The molecule is a fatty acid ester obtained by formal condensation of the carboxy group of (9Z)-hexadecenoic acid with the hydroxy group of 12-hydroxyoctadecanoic acid. It is a fatty acid ester and a monocarboxylic acid. It derives from a palmitoleic acid and a 12-hydroxyoctadecanoic acid. It is a conjugate acid of a 12-[(9Z)-hexadecenoyloxy]octadecanoate. CCCCCC/C=C\\CCCCCCCC(=O)OC(CCCCCC)CCCCCCCCCCC(=O)O